C(=O)(OC(C)(C)C)NCCCCO 4-(boc-amino)-1-butanol